The molecule is a 6-deoxyaltrose that is beta-D-altrofuranose in which the hydroxy group at position 6 has been replaced by a hydrogen. C[C@H]([C@@H]1[C@H]([C@@H]([C@@H](O1)O)O)O)O